5-AMINO-2,3-DIHYDRO-1,4-PHThALAZINEDIONE NC1=C2C(NNC(C2=CC=C1)=O)=O